FC1=NC(=CC(=C1C(=O)O)I)N1[C@@H](COCC1)C 2-fluoro-4-iodo-6-[(3R)-3-methylmorpholin-4-yl]pyridine-3-carboxylic acid